C1=CC=CC=2C3=CC=CC=C3C(C12)(CCC(=O)O)CCC(=O)O 9H-fluorene-9,9-dipropionic acid